FC=1C=C2C(NN=C(C2=CC1F)C1=CC2=C(NC(=N2)NC(OC(C)(C)C)=O)C=C1)=O tert-butyl (5-(6,7-difluoro-4-oxo-3,4-dihydrophthalazin-1-yl)-1H-benzimidazol-2-yl)carbamate